isopropoxy(4-methoxyphenyl)(phenyl)-phosphine C(C)(C)OP(C1=CC=CC=C1)C1=CC=C(C=C1)OC